N1=C(C=NC=C1)C1=NN=C(S1)C1=CC=CC=2C1=C(ON2)C(=O)N [5-(pyrazin-2-yl)-1,3,4-thiadiazol-2-yl]-2,1-benzoxazole-3-carboxamide